ClC=1C=C(C(=O)NC2=NN(C(=C2)C=2N=C3N(C=CC(=C3)C)C2)CC2=CC=C(C=C2)OC)C=CC1OC 3-chloro-4-methoxy-N-[1-[(4-methoxyphenyl)methyl]-5-(7-methylimidazo[1,2-a]pyridin-2-yl)pyrazol-3-yl]benzamide